(3-(2-methoxyethyl)bicyclo[3.3.1]nonan-1-yl)methyl acetate C(C)(=O)OCC12CC(CC(CCC1)C2)CCOC